C(C)OC(=O)C=1NC(=C(C1)OC(C)C1=C(C=CC=C1F)F)C(NC)=O.CC(C)(C)S(=O)N=C(C)C 2-methyl-N-(propane-2-ylidene)propane-2-sulfinamide ethyl-4-(1-(2,6-difluorophenyl)ethoxy)-5-(methylcarbamoyl)-1H-pyrrole-2-carboxylate